2-(5,7-Difluoro-1H-indol-3-yl)-N-ethyl-2-oxo-N-propylacetamide FC=1C=C2C(=CNC2=C(C1)F)C(C(=O)N(CCC)CC)=O